bis(1,1,2,2,2-pentafluoroethylsulfonyl)azanide FC(C(F)(F)F)(S(=O)(=O)[N-]S(=O)(=O)C(C(F)(F)F)(F)F)F